4-Fluoro-2-(2-methoxyethoxy)aniline FC1=CC(=C(N)C=C1)OCCOC